COC1=CC=C(C=C1)CC2=CC=C(C=C2)OC 4,4-dimethoxydiphenylmethane